(S)-2-(tert-Butoxycarbonylamino)-3-methoxypropanoic Acid C(C)(C)(C)OC(=O)N[C@H](C(=O)O)COC